1-tert-butyl 2-methyl (2R)-4-(4,4,5,5-tetramethyl-1,3,2-dioxaborolan-2-yl)-2,5-dihydro-1H-pyrrole-1,2-dicarboxylate CC1(OB(OC1(C)C)C1=C[C@@H](N(C1)C(=O)OC(C)(C)C)C(=O)OC)C